FC1=C(C=C(C=C1CC1N(CC2(CC2)C1NS(=O)(=O)C(C)(C)F)C(=O)[C@@H]1OCC1)F)C1=CC=CC=C1 N-(6-((2,5-difluoro-[1,1'-biphenyl]-3-yl)methyl)-5-((R)-oxetane-2-carbonyl)-5-azaspiro[2.4]heptan-7-yl)-2-fluoropropane-2-sulfonamide